N-(4-(1-aminoethyl)cyclohexyl)-4-(tert-butyl)aniline NC(C)C1CCC(CC1)NC1=CC=C(C=C1)C(C)(C)C